NC1=C2N=CN(C2=NC=N1)[C@@H]1O[C@@H]([C@@H]2[C@H]1OC(O2)(C)C)CNS(=O)(=O)NC([C@H](CC2=CC=CC=C2)NC(OC(C)(C)C)=O)=O tert-butyl ((S)-1-((N-(((3aR,4R,6R,6aR)-6-(6-amino-9H-purin-9-yl)-2,2-dimethyltetrahydrofuro[3,4-d][1,3]dioxol-4-yl)methyl)sulfamoyl)amino)-1-oxo-3-phenylpropan-2-yl)carbamate